C(=O)(O)COC1=CC=C(C=C1)C(C1=CC=C(C=C1)OS(=O)(=O)O)C1=NC=CC=C1.COC1=C(CNS(=O)(=O)C=2C=C(C=CC2C=2OC(=NN2)C)C(C(=O)N)C2=CC=C(C=C2)C)C=CC(=C1)OC {3-[(2,4-dimethoxybenzyl)sulfamoyl]-4-(5-methyl-1,3,4-oxadiazol-2-yl)phenyl}-2-(4-methylphenyl)acetamide 4-((4-(carboxymethoxy)phenyl)(pyridin-2-yl)methyl)phenylsulfate